C(C)(CC)C1=CC=C(C=C1)NC(=O)C1CCN(CC1)S(=O)(=O)C1=CC=C2C(=N1)N(C=C2)[Si](C(C)C)(C(C)C)C(C)C N-(4-(sec-butyl)phenyl)-1-((1-(triisopropylsilyl)-1H-pyrrolo[2,3-b]pyridin-6-yl)sulfonyl)piperidine-4-carboxamide